tert-Butyl 4-(1-(3-cyano-6-(4-fluoro-1-oxa-8-azaspiro[4.5]decan-8-yl)-2-(trifluoromethyl)pyridin-4-yl)azetidin-3-yl)piperazine-1-carboxylate C(#N)C=1C(=NC(=CC1N1CC(C1)N1CCN(CC1)C(=O)OC(C)(C)C)N1CCC2(C(CCO2)F)CC1)C(F)(F)F